N-[(4aR,6R)-5,5-difluoro-1-oxo-2-(4-phenyl-1,2-benzoxazol-3-yl)octahydropyrrolo[1,2-c]pyrimidin-6-yl]methanesulfonamide FC1([C@@H](CN2C(N(CC[C@@H]21)C2=NOC1=C2C(=CC=C1)C1=CC=CC=C1)=O)NS(=O)(=O)C)F